C(C)S(=O)(=N)C1=C(C=C2CC(N(C2=C1)C(=O)[C@@H]1CC2=CC=C(C=C2C1)C1=NC=CC=C1)C)F ethyl(5-fluoro-2-methyl-1-((R)-5-(pyridin-2-yl)-2,3-dihydro-1H-indene-2-carbonyl)indolin-6-yl)(imino)-λ6-sulfanone